CS(=O)(=O)C1=CC(=C(C=C1)NCC#CC=1N(C=2C=CC=C(C2C1)NC1CCN(CC1)C)CC(F)(F)F)OC 2-{3-[(4-methane-sulfonyl-2-methoxy-phenyl)amino]prop-1-yn-1-yl}-N-(1-methylpiperidin-4-yl)-1-(2,2,2-trifluoro-ethyl)-1H-indol-4-amine